N-(4-aminobutyl)-acetamide NCCCCNC(C)=O